OC(C(=O)SCCNC(CCNC([C@@H](C(COP(OP(OC[C@@H]1[C@H]([C@H]([C@@H](O1)N1C=NC=2C(N)=NC=NC12)O)OP(=O)(O)O)(=O)O)(=O)O)(C)C)O)=O)=O)CC(CC(=O)O)=O 2-hydroxy-4-oxoadipyl-CoA